(Z)-N'-((Pyridine-2-yl)Methylene)Thiophene-2-carbohydrazide N1=C(C=CC=C1)\C=N/NC(=O)C=1SC=CC1